FC1=C(C=C(C=C1)C=1N=CSC1C1=CC2=C(N=CS2)C=C1)C 6-(4-(4-fluoro-3-methylphenyl)thiazol-5-yl)benzo[d]thiazole